[O-2].[Ag+].[Zn+] zinc-silver (I) oxide